[Cl-].C[N+](C)(C)CCCNCC(=C)C N,N,N-trimethyl-3-(2-methylallylamino)-1-propylammonium chloride